OCC\C=C/C/C=C/COC(C)=O acetic acid (2E,5Z)-8-hydroxyoct-2,5-dien-1-yl ester